3,3-dimethyl-2-carbonyl-1-(2-(thiophen-3-yl)ethyl)indoline-6-carboxylic acid CC1(C(N(C2=CC(=CC=C12)C(=O)O)CCC1=CSC=C1)=C=O)C